C(C)(=O)NC1(C(C(=O)O)C=CC(=C1)Cl)Cl (2-acetamido)-2,4-dichlorobenzoic acid